1,3-dichloro-1,1,2,2,3-Pentafluoropropane ClC(C(C(F)Cl)(F)F)(F)F